N-tert-butyl-1-[[5-[5-(trifluoromethyl)-1,2,4-oxadiazol-3-yl]-2-thienyl]methyl]pyrazole-3-carboxamide C(C)(C)(C)NC(=O)C1=NN(C=C1)CC=1SC(=CC1)C1=NOC(=N1)C(F)(F)F